ethyl N-benzyl-P-(4-(5-(chlorodifluoromethyl)-1,2,4-oxadiazol-3-yl)phenyl)phosphonamidate C(C1=CC=CC=C1)NP(OCC)(=O)C1=CC=C(C=C1)C1=NOC(=N1)C(F)(F)Cl